2-(6-chloro-3-formyl-2-(1,3,4-oxadiazol-2-yl)-1H-indole-1-yl)acetic acid ethyl ester C(C)OC(CN1C(=C(C2=CC=C(C=C12)Cl)C=O)C=1OC=NN1)=O